Rac-5-(7-chloro-3-cyclohexyl-1,1-dioxido-5-phenyl-2,3,4,5-tetrahydrobenzo[b][1,4]thiazepin-8-yl)-2,3-difluorobenzoic acid ClC1=CC2=C(S(C[C@@H](CN2C2=CC=CC=C2)C2CCCCC2)(=O)=O)C=C1C=1C=C(C(=C(C(=O)O)C1)F)F |r|